N-(2-(4-methoxybenzyl)-1-oxo-3-(o-tolyl)isoindolin-4-yl)benzo[d]isothiazole-3-carboxamide COC1=CC=C(CN2C(C3=CC=CC(=C3C2C2=C(C=CC=C2)C)NC(=O)C2=NSC3=C2C=CC=C3)=O)C=C1